C1(=CC=CC2=CC=CC=C12)CCCCC1=CC=CC2=CC=CC=C12 1,4-di(naphthalen-1-yl)butane